CC=1SC=C(C1C1=C(C(C(C1(F)F)(F)F)(F)F)C1=C(SC=C1C)C)C 1,2-bis(2,4-dimethylthien-3-yl)perfluorocyclopentene